COC1CCCCCCCCCCC1 cyclododecyl methyl ether